ClC1=CC=C2C(=C(NC2=C1Cl)CC(=O)OCC)C=1C=NN(C1)C1OCCCC1 ethyl 2-[6,7-dichloro-3-(1-tetrahydropyran-2-ylpyrazol-4-yl)-1H-indol-2-yl]acetate